C(C)(CC)NC1(NC2=NC=C(N=C2C(N1)=O)OC)NC1CCN(CC1)S(=O)(=O)C (sec-butyl)-6-methoxy-2-((1-(methylsulfonyl)piperidin-4-yl)amino)pterin